4-[4-(tert-butoxycarbonyl)-2,2-dimethylpiperazine-1-carbonyl]-6-{[(tert-butyldimethylsilyl)oxy]methyl}pyrimidin-1-ium-1-olate C(C)(C)(C)OC(=O)N1CC(N(CC1)C(=O)C1=NC=[N+](C(=C1)CO[Si](C)(C)C(C)(C)C)[O-])(C)C